C1(=CC=CC=C1)P(C1=C(NCC2=NC(=CC=C2)CP(C2=CC=CC=C2)C2=CC=CC=C2)C=CC=C1)C1=CC=CC=C1 2-(diphenylphosphino)-N-((6-((diphenylphosphino)methyl)pyridin-2-yl)methyl)aniline